O1CCN(CC1)C1CC(N(CC1)C(=O)OC(C)(C)C)C(=O)OC O1-tert-butyl O2-methyl 4-morpholinopiperidine-1,2-dicarboxylate